C(#N)C1=C(C=C(C=N1)NC([C@](C(=O)OCC)(C)O)=O)SC Ethyl (2S)-3-[(6-cyano-5-methylthio-pyridin-3-yl)amino]-2-hydroxy-2-methyl-3-oxopropanoate